CN1N=CC(=C1)C=1C=C(C=CC1)O 3-(1-methyl-1H-pyrazol-4-yl)phenol